4-(5-((2-chlorophenyl)amino)-1H-pyrazolo[4,3-b]pyridin-1-yl)-N-(oxetan-3-yl)thiophene-2-carboxamide ClC1=C(C=CC=C1)NC1=CC=C2C(=N1)C=NN2C=2C=C(SC2)C(=O)NC2COC2